6-bromo-3-((methyl-d3)carbamoyl)-1H-indazole-1-carboxylic acid tert-butyl ester C(C)(C)(C)OC(=O)N1N=C(C2=CC=C(C=C12)Br)C(NC([2H])([2H])[2H])=O